O[C@H]1[C@H]2[C@@H]3CC[C@H]([C@@H](CCCC(C)(C)O)C)[C@]3([C@H](C[C@@H]2[C@]2(CC[C@@H](CC2=C1)O)C)O)C 7α,12α,25-trihydroxycholesterol